trans-4-methyl-β-nitrostyrene CC1=CC=C(/C=C/[N+](=O)[O-])C=C1